ClC1=C(OC2=CC(=CC3=C2NC(=NS3(=O)=O)NCC3=C(C=CC=C3)C(F)(F)F)C)C=CC=C1 5-(2-chlorophenoxy)-7-methyl-3-((2-(trifluoromethyl)benzyl)amino)-4H-benzo[e][1,2,4]thiadiazine 1,1-dioxide